(1R,2S,5R)-N-(2-(pyridin-2-yl)ethyl)menthanecarboxamide N1=C(C=CC=C1)CCNC(=O)C1C[C@@H](CCC1C(C)C)C